4-((4-((4-(3-(4-(4-(5-(2-aminopyridin-4-yl)-2-methyl-3H-imidazo[4,5-b]pyridin-3-yl)-2-fluorophenyl)piperazin-1-yl)-3-oxopropyl)piperazin-1-yl)methyl)benzyl)amino)-1-oxoisoindolin NC1=NC=CC(=C1)C1=CC=C2C(=N1)N(C(=N2)C)C2=CC(=C(C=C2)N2CCN(CC2)C(CCN2CCN(CC2)CC2=CC=C(CNC1=C3CNC(C3=CC=C1)=O)C=C2)=O)F